ClC(C1=NC(=NO1)C1=CC=C(C=C1)C(CSC1=C(C=C(C=C1)F)F)=O)(F)F 1-(4-(5-(chlorodifluoromethyl)-1,2,4-oxadiazol-3-yl)phenyl)-2-((2,4-difluorophenyl)thio)ethan-1-one